1-(4-chlorophenyl)propane-1,2-dione ClC1=CC=C(C=C1)C(C(C)=O)=O